CC1(OB(OC1(C)C)[C@@H]1C(C1)C=1C=C2C(=NC1)C=NN2CC(F)(F)F)C 6-((2S,2S)-2-(4,4,5,5-tetramethyl-1,3,2-dioxaborolan-2-yl)cyclopropyl)-1-(2,2,2-trifluoroethyl)-1H-pyrazolo[4,3-b]pyridine